benzyl-3,4,5,6-tetrafluoro-N,N-dimethylbenzenesulfonamide C(C1=CC=CC=C1)C1=C(C(=C(C(=C1F)F)F)F)S(=O)(=O)N(C)C